(1s,4s)-4-(8-(2,4-dichlorophenylamino)-2-(1-(methylsulfonyl)piperidin-4-ylamino)-9H-purin-9-yl)cyclohexanecarboxamide ClC1=C(C=CC(=C1)Cl)NC=1N(C2=NC(=NC=C2N1)NC1CCN(CC1)S(=O)(=O)C)C1CCC(CC1)C(=O)N